Cl.C(#CC)C1CNC1 3-prop-1-ynylazetidine hydrochloride